O.[Na+].CC1=CC=C(C=C1)S(=O)[O-] para-toluenesulfinic acid sodium salt monohydrate